(2S)-tert-butyl 2-hydroxymethyl-4-(4-(trifluoromethyl)benzyl)pyrrolidine-1-carboxylate OC[C@H]1N(CC(C1)CC1=CC=C(C=C1)C(F)(F)F)C(=O)OC(C)(C)C